NC1(CCN(CC1)C1=C(C=C(C=C1)C(F)(F)F)NC(=O)C=1OC(=CC1)C1CCOCC1)C N-(2-(4-amino-4-methylpiperidin-1-yl)-5-(trifluoromethyl)-phenyl)-5-(tetrahydro-2H-pyran-4-yl)furan-2-carboxamide